2-ethyl-1-propyl trans-3,4,6-trimethylcyclohex-4-ene-1,2-dicarboxylate CC1C(C(C(C=C1C)C)C(=O)OCC(C)CC)C(=O)[O-]